(1-bicyclo[1.1.1]pentyl)acetic acid C12(CC(C1)C2)CC(=O)O